FC(OC1=CC(=C(C=C1)C(CNC(OC(C)(C)C)=O)=O)F)F tert-butyl (2-(4-(difluoromethoxy)-2-fluorophenyl)-2-oxoethyl)carbamate